BrNC1=CC=C(C=C1)N1CCC(CC1)C(F)(F)F bromo-4-(4-(trifluoromethyl)piperidin-1-yl)aniline